Cl.NC1=C(SC(=C1)C1=CC2=C(N(C[C@H](N(S2(=O)=O)C)C2CCCCC2)C2=CC=CC=C2)C=C1Cl)C(=O)O (R)-3-amino-5-(7-chloro-3-cyclohexyl-2-methyl-1,1-dioxido-5-phenyl-2,3,4,5-tetrahydrobenzo[f][1,2,5]thiadiazepin-8-yl)thiophene-2-carboxylate hydrochloride